4,5,6,7-tetrahydrobenzimidazole-5-formic acid N1=CNC2=C1CCC(C2)C(=O)O